ClC=1C=C2C(C(NC2=CC1Cl)=O)=C(C#N)C#N 5,6-dichloro-3-(dicyanomethylene)indolone